(2-hydroxypropyl)-2-methoxy-methylbenzamide OC(CC1=C(C(=C(C(=O)N)C=C1)OC)C)C